(4,5-dihydro-2,3'-bifuran-5'-yl)methanone O1C(=CCC1)C1=COC(=C1)C=O